NC1=NC=C(C2=C1C=NN2)NC(=O)C(=O)N(CC2=NC=CC=C2)CC2=C(C=C(C=C2)F)Cl N-(4-amino-1H-pyrazolo[4,3-c]pyridin-7-yl)-N'-[(2-chloro-4-fluoro-phenyl)methyl]-N'-(2-pyridylmethyl)oxamide